NC1=C(C(=O)O)C=CC=C1N 2,3-diamino-benzoic acid